NC=1SC2=C(N1)C(=CC=C2)F 2-Amino-4-fluorobenzothiazole